C(C)SCC(=O)NC1=CC(=CC=C1)C=1OC=2C(=NC=CC2)N1 2-(ethylthio)-N-(3-(oxazolo[4,5-b]pyridin-2-yl)phenyl)acetamide